N,N-dimethyl-1-(piperidin-4-yl)methanamine CN(CC1CCNCC1)C